ClC=1C=CC2=C(OCC=3N2C=NC3[C@H](C)N)C1 (S)-1-(7-chloro-4H-benzo[b]imidazo[1,5-d][1,4]oxazin-3-yl)ethylamine